4-chloro-8-(2,4-dimethoxybenzyl)-7,8-dihydro-pteridin-6(5H)-one ClC1=NC=NC=2N(CC(NC12)=O)CC1=C(C=C(C=C1)OC)OC